CC1=CC(=NN1)NC1=NC(=NC(=C1)N1CCN(CC1)C)\C=C\C1=CC=CC=C1 (E)-N-(5-methyl-1H-pyrazol-3-yl)-6-(4-methylpiperazin-1-yl)-2-styrylpyrimidin-4-amine